5-chloro-1,3-dimethyl-pyrazole-4-carbaldehyde ClC1=C(C(=NN1C)C)C=O